CN1C=NC2=C(C1=O)C(=NC=C2C2=CC=C(C=C2)C(F)(F)F)NC2CCNC(C21CC1)=O 3-methyl-5-((4-oxo-5-azaspiro[2.5]oct-8-yl)amino)-8-(4-(trifluoromethyl)phenyl)pyrido[4,3-d]pyrimidin-4(3H)-one